7-nitrobenzo[c][1,2,5]oxadiazol-4-amine [N+](=O)([O-])C1=CC=C(C=2C1=NON2)N